diethoxy(methoxy)ethane C(C)OC(C)(OC)OCC